4,9-dimethyldibenzothiophene CC1=CC=CC2=C1SC1=C2C(=CC=C1)C